ethyl 2-[(1,1-dioxo-3,4-dihydro-2H-thiochromen-6-yl)amino]-4-[[(1S)-2-hydroxy-1-phenyl-ethyl]amino]pyrimidine-5-carboxylate O=S1(CCCC2=CC(=CC=C12)NC1=NC=C(C(=N1)N[C@H](CO)C1=CC=CC=C1)C(=O)OCC)=O